FC1=CC=C(C2=C1C=CO2)C(=O)N2[C@@H](C=1N(CC2)C(=NC1N1C(CCC1)=O)C1=NC(=NS1)C)C (R)-1-(7-(4-Fluorobenzofuran-7-carbonyl)-8-methyl-3-(3-methyl-1,2,4-thiadiazol-5-yl)-5,6,7,8-Tetrahydroimidazo[1,5-a]pyrazin-1-yl)pyrrolidin-2-one